3-(β-D-glucopyranosyloxy)-5-methyl-4-[(4-methylphenyl)methyl]-1H-pyrazole [C@@H]1([C@H](O)[C@@H](O)[C@H](O)[C@H](O1)CO)OC1=NNC(=C1CC1=CC=C(C=C1)C)C